NC1=NC2=C(N1C(CCCCOC1=C(C=NN1C)C1=CC(=CN(C1=O)C)C(=O)OC)C)C=C(C=C2)Br methyl 5-(5-((5-(2-amino-6-bromo-1H-benzo[d]imidazol-1-yl) hexyl) oxy)-1-methyl-1H-pyrazol-4-yl)-1-methyl-6-oxo-1,6-dihydropyridine-3-carboxylate